ClC1=C(C(=C(C#N)C(=C1)OC)I)F 4-Chloro-3-fluoro-2-iodo-6-methoxybenzonitrile